cis-tertiary butyl-monoamine propionate C(CC)(=O)O.C(C)(C)(C)N